N2-[2-(3-methoxyphenyl)[1,2,4]triazolo[1,5-c]quinazolin-5-yl]-D-serinamide COC=1C=C(C=CC1)C1=NN2C(=NC=3C=CC=CC3C2=N1)N[C@H](CO)C(=O)N